5-[4-(2-hydroxy-4-iodobenzoylamino)phenyl]-1H-naphtho[1,2-b][1,4]diazepine-2,4(3H,5H)-dione OC1=C(C(=O)NC2=CC=C(C=C2)N2C3=C(NC(CC2=O)=O)C2=CC=CC=C2C=C3)C=CC(=C1)I